N1=CN=CC2=C1C=CN2CC2(CC(CCC2)=O)C 3-((5H-pyrrolo[3,2-d]pyrimidin-5-yl)methyl)-3-methylcyclohexane-1-one